tert-Butyl rac-(4R,5R)-5-amino-3,3-difluoro-4-hydroxy-piperidine-1-carboxylate N[C@H]1[C@H](C(CN(C1)C(=O)OC(C)(C)C)(F)F)O |r|